Cl.N[C@H](C(C)C)C1=CC(=CS1)C(=N)N (R)-5-(1-amino-2-methylpropyl)thiophene-3-carboxamidine hydrochloride